C(C)(C)C=1C(=NNC1C=1C=C(C=2N(C1)N=CN2)C)C=2N=NC(=CC2)C2CCNCC2 6-(4-isopropyl-3-(6-(piperidin-4-yl)pyridazin-3-yl)-1H-pyrazol-5-yl)-8-methyl-[1,2,4]triazolo[1,5-a]pyridine